8-(2-Diethylamino-ethoxy)-5,6,6-trimethyl-5,6-dihydro-benzo[b]carbazol-11-one C(C)N(CCOC=1C=CC2=C(C(C=3N(C4=CC=CC=C4C3C2=O)C)(C)C)C1)CC